2,2-bis(4-chlorophenyl)hexafluoropropane tert-butyl-6-methyl-4-(4,4,5,5-tetramethyl-1,3,2-dioxaborolan-2-yl)-3,6-dihydropyridine-1(2H)-carboxylate C(C)(C)(C)OC(=O)N1CCC(=CC1C)B1OC(C(O1)(C)C)(C)C.ClC1=CC=C(C=C1)C(C(F)(F)F)(C(F)(F)F)C1=CC=C(C=C1)Cl